C[C@@H]1NCCN(C1)C(C=C)=O (2S)-2-methyl-4-(prop-2-enoyl)piperazin